C(C)(C)(C)OC(=O)N1CCC(=CC1)C1=C(C=C(C(=O)NC2=C(C(=C(C=C2)C=2CCN(CC2)C(=O)OC(C)(C)C)F)C)C=C1)F tert-butyl 4-[4-(4-{1-[(tert-butoxy)carbonyl]-1,2,3,6-tetrahydro pyridin-4-yl}-3-fluorobenzamido)-2-fluoro-3-methylphenyl]-1,2,3,6-tetrahydropyridine-1-carboxylate